(S)-3-(4-(5-chloro-3-cyclopropyl-2-oxo-2,3-dihydro-1H-benzo[d]imidazol-1-yl)phenyl)-2-(2,6-dichlorobenzamido)propionic acid ClC1=CC2=C(N(C(N2C2CC2)=O)C2=CC=C(C=C2)C[C@@H](C(=O)O)NC(C2=C(C=CC=C2Cl)Cl)=O)C=C1